5-(3-(trifluoromethyl)phenyl)-1,3,4-oxadiazole-2-carboxamide FC(C=1C=C(C=CC1)C1=NN=C(O1)C(=O)N)(F)F